(2r,5s)-5-(4,5-dimethylthiophene-2-amido)-2-{5-[2-(trifluoromethoxy)ethoxy]-1,3,4-oxadiazol-2-yl}piperidine-1-carboxylic acid tert-butyl ester C(C)(C)(C)OC(=O)N1[C@H](CC[C@@H](C1)NC(=O)C=1SC(=C(C1)C)C)C=1OC(=NN1)OCCOC(F)(F)F